(S)-6-((4-((2-hydroxy-1-phenylethyl)amino)-5-(3-methyl-1,2,4-oxadiazol-5-yl)pyrimidin-2-yl)amino)-1-isopropyl-1,2-dihydro-3H-indazol-3-one OC[C@H](C1=CC=CC=C1)NC1=NC(=NC=C1C1=NC(=NO1)C)NC1=CC=C2C(NN(C2=C1)C(C)C)=O